2-(6-{5-chloro-2-[(Oxacyclohex-4-yl)amino]pyrimidin-4-yl}-1-oxo-2,3-dihydro-1H-isoindol-2-yl)-N-[(1R,2R)-2-hydroxy-2,3-dihydro-1H-inden-1-yl]acetamide ClC=1C(=NC(=NC1)NC1CCOCC1)C1=CC=C2CN(C(C2=C1)=O)CC(=O)N[C@H]1[C@@H](CC2=CC=CC=C12)O